NC=1C(=NC(=C(N1)F)C1=CC=C(C=C1)N1CCN(CC1)C(C)C)C1=C(C=C2C(NC(=NC2=C1)C)=O)F 7-(3-amino-5-fluoro-6-(4-(4-isopropylpiperazin-1-yl)phenyl)pyrazin-2-yl)-6-fluoro-2-methylquinazolin-4(3H)-one